hydroxy-5-((4-(2-nitro-4-(3-phenyl-1,2,4-oxadiazol-5-yl)phenyl)piperazin-1-yl)methyl)benzaldehyde OC1=C(C=O)C=C(C=C1)CN1CCN(CC1)C1=C(C=C(C=C1)C1=NC(=NO1)C1=CC=CC=C1)[N+](=O)[O-]